NC1=NC=2C=C(C(=CC2C2=C1C=NN2C)C(=O)N(CC=2N=NC(=CC2)C(F)(F)F)C2CCC2)Cl 4-amino-7-chloro-N-cyclobutyl-1-methyl-N-((6-(trifluoromethyl)-3-pyridazinyl)methyl)-1H-pyrazolo[4,3-c]quinoline-8-carboxamide